BrC1=NC=2C(=NC(=CC2)[2H])N1CC1=CC2=C(O[C@H]([C@@H](O2)C)C=2C=NC(=CC2)OC)C(=C1)OC |r| (+/-)-2-bromo-3-(((trans)-8-methoxy-2-(6-methoxypyridin-3-yl)-3-methyl-2,3-dihydrobenzo[b][1,4]dioxin-6-yl)methyl)-3H-imidazo[4,5-b]pyridine-5-d